C(#N)C1=CC=C(CCN[C@H](C(=O)NC2=NC=C(C=C2)OCCOC)C2=CC=CC=C2)C=C1 |r| (S)- and (R)-2-((4-cyano-phenethyl)-amino)-N-(5-(2-methoxy-ethoxy)pyridin-2-yl)-2-phenyl-acetamide